[NH4+].C1(CC1)COC1=CC=2C(C=N1)=NN(C2)C2CCC(CC2)CNC(C2=CC(=C(C(=C2)F)O)F)=O N-({(1r,4r)-4-[5-(cyclopropylmethoxy)-2H-pyrazolo[3,4-c]pyridin-2-yl]cyclohexyl}methyl)-3,5-difluoro-4-hydroxybenzamide, ammonium salt